7-(Benzyloxy)-4-(4-bromophenyl)-1,2-dihydronaphthalene C(C1=CC=CC=C1)OC1=CC=C2C(=CCCC2=C1)C1=CC=C(C=C1)Br